C(C)(C)(C)CC(=O)OC=1C=CC=C2NC=C(CCN(C)CC)C12 4-(tert-butylacetyl)oxy-N-ethyl-N-methyltryptamine